1-(pyridine-4-sulfenyl)-2-naphthol N1=CC=C(C=C1)SC1=C(C=CC2=CC=CC=C12)O